N-((2-(6-(4,7-diazaspiro[2.5]octan-7-yl)pyridin-2-yl)-1,6-naphthyridin-7-yl)methyl)-1-(methylsulfonyl)indoline-6-carboxamide C1CC12NCCN(C2)C2=CC=CC(=N2)C2=NC1=CC(=NC=C1C=C2)CNC(=O)C2=CC=C1CCN(C1=C2)S(=O)(=O)C